(1R,2R)-2-fluoro-N-(3-(6-((S)-1-hydroxybutyl-1-d)-4-methylpyridin-3-yl)-1-methyl-2-oxo-1,2-dihydro-1,6-naphthyridin-7-yl)cyclopropane-1-carboxamide F[C@H]1[C@H](C1)C(=O)NC1=NC=C2C=C(C(N(C2=C1)C)=O)C=1C=NC(=CC1C)[C@@](CCC)([2H])O